8-methyl-8-tetrahydropyranyloxycarbonyltetracyclo[4.4.0.12,5.17,10]-3-dodecene CC1(C2C3C4C=CC(C3C(C1)C2)C4)C(=O)OC4OCCCC4